O[C@@]1([C@H](/C=C/[C@@H]([C@H](C(C(C[C@H](CC1)O)=O)=O)\C(\C)=C\C=C\[C@H](C)C1=NC=CC=C1)C)OC(C)=O)C Acetic acid [(2s,3s,4e,6s,7s,10s)-7,10-dihydroxy-3,7-dimethyl-12-oxo-2-[(2e,4e,6s)-6-pyridin-2-ylhept-2,4-dien-2-yl]-1-oxocyclododec-4-en-6-yl] ester